CC(=O)[NH2+][C@@H](CCC(=O)[O-])C(=O)[O-] The molecule is an N-acyl-L-alpha-amino acid anion resulting from deprotonation of both carboxy groups and protonation of the amide nitrogen of N-acetyl-L-glutamic acid. It derives from a L-glutamate(1-). It is a conjugate base of a N-acetyl-L-glutamic acid. It is a conjugate acid of a N-acetyl-L-glutamate(2-).